(6-amino-2-azaspiro[3.3]heptan-2-yl)(pyrazolo[1,5-a]pyrazin-3-yl)methanone NC1CC2(CN(C2)C(=O)C=2C=NN3C2C=NC=C3)C1